((6-(trifluoromethoxy)pyridin-3-yl)methyl)-1H-pyrazole-1-carboxamide FC(OC1=CC=C(C=N1)CC1=NN(C=C1)C(=O)N)(F)F